1-((6-bromo-1-(octyloxy)hexyl)oxy)-1,1,3,3-tetramethyl-3-octyldisiloxane BrCCCCCC(OCCCCCCCC)O[Si](O[Si](CCCCCCCC)(C)C)(C)C